FC1(CCC(CC1)C1=NC(=NC2=C1N=C(N(C2=O)C)C)N2C[C@@H](OCC2)C=2C=NN(C2)C)F 8-(4,4-difluorocyclohexyl)-2,3-dimethyl-6-[(2S)-2-(1-methyl-1H-pyrazol-4-yl)morpholin-4-yl]-3H,4H-pyrimido[5,4-d][1,3]diazin-4-one